4-Chloro-2-(phenoxy)aniline methyl-(S)-7-((4-(4-fluorophenoxy)butanoyl)glycyl)-1,4-dioxa-7-azaspiro[4.4]nonane-8-carboxylate COC(=O)[C@H]1N(CC2(OCCO2)C1)C(CNC(CCCOC1=CC=C(C=C1)F)=O)=O.ClC1=CC(=C(N)C=C1)OC1=CC=CC=C1